tert-butyl 7-hydroxy-2,6,6-trimethyl-2-(3-(4,4,5,5-tetramethyl-1,3,2-dioxaborolan-2-yl)phenyl)heptanoate OCC(CCCC(C(=O)OC(C)(C)C)(C1=CC(=CC=C1)B1OC(C(O1)(C)C)(C)C)C)(C)C